[Na].C(C)C=1C=C(C=C(C1)C(F)(F)F)NC(=O)NS(N(C[C@H]1N(CCC1)C)C=1C=NN(C1)C)(=O)=O 1-[3-ethyl-5-(trifluoromethyl)phenyl]-3-[(1-methyl-1H-pyrazol-4-yl)({[(2S)-1-methylpyrrolidin-2-yl]methyl})sulfamoyl]urea sodium salt